CS(=O)C1=CC=CC2=C1N=NN(C2=O)CC(=O)N[C@@H](C)C2=CC=C(C=C2)OC(F)(F)F 2-(8-(methylsulfinyl)-4-oxobenzo[d][1,2,3]triazin-3(4H)-yl)-N-((S)-1-(4-(trifluoromethoxy)phenyl)ethyl)acetamide